4-ethynyl-19-(oxan-2-yl)-8,14-dioxa-10,19,20-triazatetracyclo[13.5.2.12,6.018,21]tricosa-1(20),2(23),3,5,15(22),16,18(21)-heptaen-9-one C(#C)C1=CC=2C3=NN(C=4C=CC(OCCCNC(OCC(=C1)C2)=O)=CC34)C3OCCCC3